Cl.N1C[C@H](CCC1)O (3S)-piperidine-3-ol hydrochloride